CC(CC(=O)[O-])(CC(=O)[O-])CCCC 3-methyl-3-butylglutarate